ClC=1N=NC(=CC1C=1C=NC2=CC(=NC=C2C1)N(C)CC1=CC=C(C=C1)OC)NCC1=CC=C(C=C1)OC 3-(3-chloro-6-((4-methoxybenzyl)amino)pyridazin-4-yl)-N-(4-methoxybenzyl)-N-methyl-1,6-naphthyridin-7-amine